2-[[(1R)-1-(3,6-Dimethyl-4-oxo-2-phenyl-chromen-8-yl)ethyl]amino]-N,N-dimethyl-benzamide CC1=C(OC2=C(C=C(C=C2C1=O)C)[C@@H](C)NC1=C(C(=O)N(C)C)C=CC=C1)C1=CC=CC=C1